2-phenyl-3-(4-(trifluoromethyl)phenyl)propionitrile C1(=CC=CC=C1)C(C#N)CC1=CC=C(C=C1)C(F)(F)F